[N+](=O)([O-])C1=CC=CC2=NON=C21 7-nitrobenzo[1,2,5]oxadiazole